N-(3-(3-((5-(((5-(tert-butyl)oxazol-2-yl)methyl)thio)thiazol-2-yl)amino)piperidine-1-carbonyl)phenyl)acrylamide C(C)(C)(C)C1=CN=C(O1)CSC1=CN=C(S1)NC1CN(CCC1)C(=O)C=1C=C(C=CC1)NC(C=C)=O